N-(1-cyclobutyl-7-fluoro-6-methoxy-1H-benzo[d]imidazol-2-yl)-3,3-dimethylbutanamide C1(CCC1)N1C(=NC2=C1C(=C(C=C2)OC)F)NC(CC(C)(C)C)=O